ClC1=CC(=C(NC=2C(=C(C=NC2)CC2=C(C(=NC=C2)N)OC)C)C=C1)F 4-[[5-(4-chloro-2-fluoro-anilino)-4-methyl-3-pyridinyl]methyl]-3-methoxy-pyridin-2-amine